(S)-2-((4-(6-((4-(2-cyclopropyloxazol-5-yl)-2-fluorobenzyl)oxy)pyridin-2-yl)piperidin-1-yl)methyl)-1-(oxetan-2-ylmethyl)-1H-benzo[d]imidazole C1(CC1)C=1OC(=CN1)C1=CC(=C(COC2=CC=CC(=N2)C2CCN(CC2)CC2=NC3=C(N2C[C@H]2OCC2)C=CC=C3)C=C1)F